C(=C)O ethen-1-ol